O1C=2C(OCC1COCCCCS(=O)(=O)O)=CSC2 4-[(2,3-dihydro-thieno-[3,4-b][1,4]dioxin-2-yl)methoxy]butane-1-sulfonic acid